BrCC(=O)[O-] omega-bromoacetate